ClC=1C(=NC(=NC1)NC1=CC(=CC(=C1)CN1C[C@@H](N[C@@H](C1)C)CC)C1CC1)C1=CNC2=CC(=CC=C12)C 5-Chloro-N-(3-cyclopropyl-5-(((3s,5r)-3-ethyl-5-methylpiperazin-1-yl)methyl)phenyl)-4-(6-methyl-1H-indol-3-yl)pyrimidin-2-amine